C(C1=CC=CC=C1)OC(=O)N1CCN(CC1)CC1CCN(CC1)C1CCNCC1 4-([1,4'-bipiperidin]-4-ylmethyl)piperazine-1-carboxylic acid benzyl ester